1-[[2-(methoxymethyl)-6-methyl-imidazo[2,1-b][1,3,4]thiadiazol-5-yl]methyl]-3R-[2,2-difluorocyclopropyl]-2H-pyrrol-5-one COCC1=NN2C(S1)=NC(=C2CN2CC(=CC2=O)[C@@H]2C(C2)(F)F)C